5-fluoro-2-(3-(cis-4-(3-hydroxypiperidin-1-yl)cyclohexyl)-1H-pyrrolo[2,3-c]pyridin-1-yl)-N-isopropyl-N-methylbenzamide FC=1C=CC(=C(C(=O)N(C)C(C)C)C1)N1C=C(C=2C1=CN=CC2)[C@@H]2CC[C@@H](CC2)N2CC(CCC2)O